C[C@@H]1CN(C[C@@H](O1)C)C=1C=C(C(=C(C1)N1C(N(C=C1)CC=1C=NN(C1)CC)=O)F)C(F)(F)F 1-(5-[(2R,6S)-2,6-dimethylmorpholin-4-yl]-2-fluoro-3-(trifluoromethyl)phenyl)-3-[(1-ethyl-1H-pyrazol-4-yl)methyl]-1,3-dihydro-2H-imidazol-2-one